tert-butyl (R)-5-amino-5-oxo-4-(1-oxo-5-(2-oxopropoxy) isoindolin-2-yl)pentanoate NC([C@@H](CCC(=O)OC(C)(C)C)N1C(C2=CC=C(C=C2C1)OCC(C)=O)=O)=O